COC1=NC=CC=C1C(C#N)C1=NC=CC(=C1)C(F)(F)F 2-(2-Methoxypyridin-3-yl)-2-(4-(trifluoromethyl)pyridin-2-yl)acetonitrile